C(C)(C)(C)OC(=O)C1(CCOCC1)C1=C(C(=C(C=C1)NC([C@H](C1CCC(CC1)(F)F)NC(=O)OCC1=CC=CC=C1)=O)N)F 4-(3-amino-4-{[(2S)-2-(benzyloxycarbonylamino)-2-(4,4-difluorocyclohexyl)-acetyl]amino}-2-fluorophenyl)tetrahydropyran-4-carboxylic acid tert-butyl ester